8-((3R,5R)-3,5-dimethylpiperazin-1-yl)-N-(1-methylcyclopropyl)-3-(5-(trifluoromethyl)-1,3,4-thiadiazol-2-yl)imidazo[1,2-a]pyridine-6-sulfonamide C[C@@H]1CN(C[C@H](N1)C)C=1C=2N(C=C(C1)S(=O)(=O)NC1(CC1)C)C(=CN2)C=2SC(=NN2)C(F)(F)F